myristoleyl oleate C(CCCCCCC\C=C/CCCCCCCC)(=O)OCCCCCCCC\C=C/CCCC